2-(2-(2-aminopyridin-3-yl)-3-(4-((4-(4-formyl-3-hydroxybenzoyl)piperazin-1-yl)methyl)phenyl)-3H-imidazo[4,5-b]pyridin-5-yl)benzonitrile NC1=NC=CC=C1C1=NC=2C(=NC(=CC2)C2=C(C#N)C=CC=C2)N1C1=CC=C(C=C1)CN1CCN(CC1)C(C1=CC(=C(C=C1)C=O)O)=O